The molecule is a 1,3-thiazole in which the hydrogen at position 2 has been replaced by an isobutyl group. A food flavour component with a green note that adds the characteristics of ripe tomatoes. Used in blackcurrent, papaya, melon, raspberry, and roast beef flavours, it also enhances the flavour of fresh lime. It has a role as a flavouring agent, a pheromone and a Maillard reaction product. CC(C)CC1=NC=CS1